Tert-butyl 3-(6,8-difluoro-7-(6-methyl-1-(tetrahydro-2H-pyran-2-yl)-5-(trifluoromethyl)-1H-indazol-4-yl)-2-(methylsulfonyl)quinazolin-4-yl)-3,8-diazabicyclo[3.2.1]octane-8-carboxylate FC=1C=C2C(=NC(=NC2=C(C1C1=C2C=NN(C2=CC(=C1C(F)(F)F)C)C1OCCCC1)F)S(=O)(=O)C)N1CC2CCC(C1)N2C(=O)OC(C)(C)C